5-(methoxymethyl)benzo[b]thiophene-7-carbonitrile COCC1=CC2=C(SC=C2)C(=C1)C#N